methyl (2Z)-2-[2-chloro-5-(3,3-dimethyl-1-butyn-1-yl)phenoxy]-3-methoxy-2-propenoate ClC1=C(O\C(\C(=O)OC)=C/OC)C=C(C=C1)C#CC(C)(C)C